C(C=C)(=O)OCCCCCCCCCCCCCCCCCCCCCCCCCCCCCCCC dotriacontanyl acrylate